10-acetyl-9-(4-hydroxypiperidin-1-yl)-6-isopropyl-2-oxo-6,7-dihydro-2H-pyrido[2,1-a]isoquinoline-3-carboxylic acid C(C)(=O)C1=C(C=C2CC(N3C(C2=C1)=CC(C(=C3)C(=O)O)=O)C(C)C)N3CCC(CC3)O